Methyl-4-(3,4-dihydro-2H-1,3-benzoxazin-8-yl)-5-fluoro-2-(3-oxa-8-azabicyclo[3.2.1]octan-8-yl)4-bromo-2,6-dichlorobenzoyl chloride CC1C(C(C(=O)Cl)C(=C(C1(Br)C1=CC=CC=2CNCOC21)F)Cl)(Cl)N2C1COCC2CC1